C(C)(C)(C)OC(=O)N(CCCCS(=O)(=O)[O-])C 3-[tert-butoxycarbonyl(methyl)amino]propylmethanesulfonate